FC=1C(=C(C=CC1)C(C(=O)N)=C)C (3-fluoro-2-methylphenyl)acrylamide